C1(CC1)CCN(C1=C2CN(C(C2=CC=C1)=O)C1C(NC(CC1)=O)=O)C1CCC(CC1)NC12CC(C1)(C2)C(F)(F)F 3-{4-[(2-cyclopropylethyl)[(1s,4s)-4-{[3-(trifluoromethyl)bicyclo[1.1.1]pentan-1-yl]amino}cyclohexyl]amino]-1-oxo-3H-isoindol-2-yl}piperidine-2,6-dione